C1(CCCC1)CCNCC=1C=CC=2N(C1)C=C(N2)CNC(=O)C=2N=C1N(C(C2)=O)C=CC=C1 N-[(6-{[(2-cyclopentylethyl)amino]methyl}imidazo[1,2-a]pyridin-2-yl)methyl]-4-oxo-4H-pyrido[1,2-a]pyrimidine-2-carboxamide